benzo[c][2,6]naphthyridine-8-carboxamide C1=C2C3=C(N=CC2=CC=N1)C=C(C=C3)C(=O)N